6-bromo-3-fluoro-1H-indole BrC1=CC=C2C(=CNC2=C1)F